C(C(=O)Br)(=O)Br oxalic acid dibromide